5-(4-fluoropiperidin-1-yl)-1,3,4-oxadiazole FC1CCN(CC1)C1=NN=CO1